D-Allo-Isoleucin N[C@H]([C@@H](C)CC)C(=O)O